3'-chloro-6-fluoro-4'-methoxy-4-nitro-[1,1'-biphenyl]-2-carbonitrile ClC=1C=C(C=CC1OC)C=1C(=CC(=CC1F)[N+](=O)[O-])C#N